ClC=1C(=NC(=NC1)NC1=C(C=C(C(=O)NCC2=CC(=CC=C2)F)C=C1)OC)C=1C=NN(C1)C(C)C 4-((5-chloro-4-(1-isopropyl-1H-pyrazol-4-yl)pyrimidin-2-yl)amino)-N-(3-fluorobenzyl)-3-methoxybenzamide